1-[(4-bromo-2-chloro-phenyl)methyl]-2-isopropyl-imidazole BrC1=CC(=C(C=C1)CN1C(=NC=C1)C(C)C)Cl